C1(=CC=CC=C1)S(=O)(=O)N1C=CC=2C1=NC=C1C2N(C(=N1)C=1C(=NC=CC1)N)C1CNCC1 3-(6-(phenylsulfonyl)-1-(pyrrolidin-3-yl)-1,6-dihydroimidazo[4,5-d]pyrrolo[2,3-b]pyridine-2-yl)pyridin-2-amine